C1(=CC=CC=C1)NC1=CC=CC2=CC=CC=C12 Phenyl-α-naphthylamine